O1CC(CCC1)OC(N)=O carbamic acid tetrahydro-2H-pyran-3-yl ester